tridecyl 7-(4-(4-(benzo[b]thiophen-4-yl)piperazin-1-yl)butoxy)-2-oxoquinoline-1(2H)-carboxylate S1C2=C(C=C1)C(=CC=C2)N2CCN(CC2)CCCCOC2=CC=C1C=CC(N(C1=C2)C(=O)OCCCCCCCCCCCCC)=O